2,6-difluoro-4-formylphenyl-boric acid FC1=C(C(=CC(=C1)C=O)F)OB(O)O